COC1=C(C=CC(=C1)C)C1=C2C(=C(N=N1)N[C@H]1CN(CCC1)C(=O)OC(C)(C)C)N=CC=C2 Tert-butyl (R)-3-((5-(2-methoxy-4-methylphenyl)pyrido[2,3-d]pyridazin-8-yl)amino)piperidine-1-carboxylate